C(C=C)(=O)N1C[C@@H](N(CC1)C=1C2=C(N(C(N1)=O)C1=C(C=CC=C1)C1(CC1)C(F)(F)F)N=C(C(=C2)F)Cl)C (S)-4-(4-Acryloyl-2-methylpiperazin-1-yl)7-chloro-6-fluoro-1-(2-(1-(trifluoromethyl)cyclopropyl)phenyl)pyrido[2,3-d]pyrimidin-2(1H)one